C1(CC1)CCOC1=CC=C(C=C1)C(CC)N1C[C@@H](N(C[C@H]1C)C1=CC(N(C=2C=CC(=NC12)C#N)C)=O)C 8-((2s,5r)-4-(1-(4-(2-cyclopropylethoxy)phenyl)propyl)-2,5-dimethylpiperazin-1-yl)-5-methyl-6-oxo-5,6-dihydro-1,5-naphthyridine-2-carbonitrile